3-((5-(3-chlorophenyl)-7H-pyrrolo[2,3-d]pyrimidin-4-yl)amino)-2-methylpropanoic acid ClC=1C=C(C=CC1)C1=CNC=2N=CN=C(C21)NCC(C(=O)O)C